C(C)(C)(C)C1=CN(C=C1)C(=O)NC1=CC(=C(C=C1)C)C1=CC(=NC(=C1)N1CCOCC1)OCCO 3-(tert-butyl)-N-(3-(2-(2-hydroxyethoxy)-6-morpholinopyridin-4-yl)-4-methylphenyl)-1H-pyrrole-1-carboxamide